4-chloro-2-(pyrrolidin-1-yl)benzoic acid ClC1=CC(=C(C(=O)O)C=C1)N1CCCC1